N1CC(CCC1)NC1=NC=C(C(=N1)C1=CNC=2C(N=CC=CC21)=O)C(F)(F)F 3-{2-[(piperidin-3-yl)amino]-5-(trifluoromethyl)pyrimidin-4-yl}-1H,8H-pyrrolo[2,3-c]azepin-8-one